(S)-4'-hydroxy-7-methoxyflavanone OC1=CC=C([C@H]2OC3=CC(=CC=C3C(C2)=O)OC)C=C1